2-(2'-hydroxy-4'-octyloxyphenyl)benzotriazolebenzonitrile (E)-4-ethoxy-4-oxobut-2-enoate C(C)OC(/C=C/C(=O)O)=O.OC1=C(C=CC(=C1)OCCCCCCCC)N1N=C2C(=N1)C=CC=C2C2=CC=CC=C2C#N